tert-butyl(2-bromo-4-chlorobenzyl)carbamate C(C)(C)(C)OC(NCC1=C(C=C(C=C1)Cl)Br)=O